1-[o-(4,4,5,5-tetramethyl-1,3,2-dioxaborolan-2-yl)phenyl]-1-pentanone CC1(OB(OC1(C)C)C1=C(C=CC=C1)C(CCCC)=O)C